N-methyl-5-fluoro-N-isopropyl-2-(tetramethyl-1,3,2-dioxaborolan-2-yl)benzamide CN(C(C1=C(C=CC(=C1)F)B1OC(C(O1)(C)C)(C)C)=O)C(C)C